CC1=C(C2=C(N=N1)SC1=C2N=CN=C1N1CC(C1)N)C 1-(3,4-dimethylpyrimidino[4',5':4,5]thieno[2,3-c]pyridazin-8-yl)azetidin-3-amine